t-butylsulfonic Acid C(C)(C)(C)S(=O)(=O)O